OC(CCC(=O)O)C 4-hydroxy-valeric acid